(trans)-5-(trifluoromethyl)tetrahydro-2H-pyran-2-carbaldehyde FC([C@H]1CC[C@@H](OC1)C=O)(F)F